ClC1=C(C=CC(=C1)C(F)(F)F)NC(CN1C=2N(C(C(=C1CC)N1CCN(CC1)C(C1=C(C(=CC=C1)C)O)=O)=O)N=C(N2)C2=CCCCCC2)=O N-(2-chloro-4-(trifluoromethyl)phenyl)-2-(2-(cyclohepta-1-en-1-yl)-5-ethyl-6-(4-(2-hydroxy-3-methylbenzoyl)piperazin-1-yl)-7-oxo-[1,2,4]triazolo[1,5-a]pyrimidin-4(7H)-yl)acetamide